(2S,5R)-5-phenyl-pyrrolidine-2-carboxylic acid C1(=CC=CC=C1)[C@H]1CC[C@H](N1)C(=O)O